methyl 3-[[4-(7-fluoro-1,3-benzoxazol-2-yl)phenyl]carbamoyl]bicyclo[1.1.1]pentane-1-carboxylate FC1=CC=CC=2N=C(OC21)C2=CC=C(C=C2)NC(=O)C21CC(C2)(C1)C(=O)OC